N',N'-dimethylpyrazine-2-carbohydrazide CN(NC(=O)C1=NC=CN=C1)C